C(C)OC(=O)C1C2COCC12 3-oxabicyclo[3.1.0]Hexane-6-carboxylic acid ethyl ester